N-((S)-1-(5-(((S)-1,1-Dimethyl-2,3-dihydro-1H-inden-2-yl)amino)pyridin-2-yl)-2,2,2-trifluoroethyl)-N,1-dimethyl-5-oxopyrrolidine-2-carboxamide CC1([C@H](CC2=CC=CC=C12)NC=1C=CC(=NC1)[C@@H](C(F)(F)F)N(C(=O)C1N(C(CC1)=O)C)C)C